FC(COC1=CC=C(C=N1)C(=O)O)(F)F 6-(2,2,2-trifluoroethoxy)-pyridine-3-carboxylic acid